FC(C=1C=CC(=NC1)O[C@@H]1CN(CC1)C1=C(C=C(C=C1)C1=CC=CC=C1)C(=O)N)(F)F (S)-4-(3-(5-(trifluoromethyl)pyridin-2-yloxy)pyrrolidin-1-yl)biphenyl-3-carboxamide